C(C1=CC=CC=C1)OCCC1=C2C(N(C(C2=CC=C1)=O)C1C(NC(CC1)=O)=O)=O (2-(benzyloxy)ethyl)-2-(2,6-dioxopiperidin-3-yl)isoindoline-1,3-dione